5-(6-((4-cyano-2-fluorobenzyl)oxy)pyridin-2-yl)-3'-nitro-[1,1'-biphenyl] C(#N)C1=CC(=C(COC2=CC=CC(=N2)C=2C=CC=C(C2)C2=CC(=CC=C2)[N+](=O)[O-])C=C1)F